O(C1=CC=CC=C1)CCOC(=O)C1=C(O)C=CC=C1O resorcinolic acid-(2-phenoxyethyl) ester